C(C)(C)(C)OC(=O)N1C(CNCC1)C1=NC=C(C=C1C#N)C(F)(F)F (3-cyano-5-(trifluoromethyl)pyridin-2-yl)piperazine-1-carboxylic acid tert-butyl ester